CNC.CNC.CNC.CNC.[Sn] tin tetrakis(dimethylamine)